COC1=C(CN(C2=NC(=NN3C2=NC=C3CN3CCC(CC3)N(C(OC(C)(C)C)=O)C)OC(C)CCC)CC3=C(C=C(C=C3)OC)OC)C=CC(=C1)OC Tert-butyl (1-((4-(bis(2,4-dimethoxybenzyl)amino)-2-(pent-2-yloxy)imidazo[2,1-f][1,2,4]triazin-7-yl)methyl)piperidin-4-yl)(methyl)carbamate